2-(4-((4,4-Dimethyl-2,5-dioxo-3-(4-(trifluoromethyl)phenyl)imidazolin-1-yl)methyl)-2,6-dimethylphenoxy)-2-methylpropionic acid CC1(N(C(N(C1=O)CC1=CC(=C(OC(C(=O)O)(C)C)C(=C1)C)C)=O)C1=CC=C(C=C1)C(F)(F)F)C